CN(C1=CC(=C(C=C1)OC)NC([C@@H](NC(=O)OC(C)(C)C)CC(C)C)=O)C1=CC(OC2=CC=CC=C12)=O 4-(N-methyl-N-(3-(N-Boc-L-leucylamino)-4-methoxyphenyl)-amino)coumarin